(3R)-3-{[2-(1,5-dimethyl-1H-pyrazol-4-yl)-7-(trifluoromethyl)[1,2,4]triazolo[1,5-c]quinazolin-5-yl]amino}azepin-2-one CN1N=CC(=C1C)C1=NN2C(=NC=3C(=CC=CC3C2=N1)C(F)(F)F)NC=1C(N=CC=CC1)=O